C1(=C(C(=C(C(=C1CC#N)CC#N)CC#N)CC#N)CC#N)CC#N (benzene-1,2,3,4,5,6-hexa-yl)hexaacetonitrile